N-(2-(7-fluoro-2-((6-(piperazin-1-yl)pyridin-3-yl)amino)quinazolin-8-yl)pyridin-4-yl)acrylamide FC1=CC=C2C=NC(=NC2=C1C1=NC=CC(=C1)NC(C=C)=O)NC=1C=NC(=CC1)N1CCNCC1